tert-butyl 5-methyl-6-[(3-methylisoxazol-4-yl)methoxy]-3,4-dihydro-1H-isoquinoline-2-carboxylate CC1=C2CCN(CC2=CC=C1OCC=1C(=NOC1)C)C(=O)OC(C)(C)C